(S)-1'-(2-(2-methylnaphthalen-1-yl)oxazolo[5,4-d]pyrimidin-5-yl)-1,3-dihydrospiro[inden-2,4'-piperidin]-1-amine CC1=C(C2=CC=CC=C2C=C1)C=1OC=2N=C(N=CC2N1)N1CCC2(CC1)[C@@H](C1=CC=CC=C1C2)N